methyl 4-{3-[(tert-butoxycarbonyl)(methyl)amino]pyrrolidin-1-yl}-2-(2-methoxyethyl)indazole-7-carboxylate C(C)(C)(C)OC(=O)N(C1CN(CC1)C=1C2=CN(N=C2C(=CC1)C(=O)OC)CCOC)C